(R)-1-(4-(3-((3'-(3-(3-hydroxypyrrolidin-1-yl)propoxy)-2,2'-dimethyl-[1,1'-biphenyl]-3-yl)oxy)propyl)piperazin-1-yl)ethan-1-one O[C@H]1CN(CC1)CCCOC=1C(=C(C=CC1)C1=C(C(=CC=C1)OCCCN1CCN(CC1)C(C)=O)C)C